3-[(4-chloro-2-fluorophenyl)methyl]-2-methyl-N-(5-methyl-1H-pyrazol-3-yl)-8-(morpholin-4-ylmethyl)imidazo[1,2-b]pyridazin-6-amine ClC1=CC(=C(C=C1)CC1=C(N=C2N1N=C(C=C2CN2CCOCC2)NC2=NNC(=C2)C)C)F